(S)-6-(cyclopropanecarboxamido)-N-(methyl-d3)-4-((5-methyl-1-oxo-1,2,3,3a,4,5-hexahydropyrrolo[1,2-a]quinoxalin-6-yl)amino)nicotinamide C1(CC1)C(=O)NC1=NC=C(C(=O)NC([2H])([2H])[2H])C(=C1)NC1=C2N(C[C@H]3N(C2=CC=C1)C(CC3)=O)C